C(=CC)SSC=CC propenyldisulfide